(1S,2S)-2-(3-chlorophenyl)-N-(6-(((6-cyclopropyl-8-(4-hydroxy-1-methylpiperidin-4-yl)imidazo[1,2-a]pyridin-2-yl)methyl)amino)pyrimidin-4-yl)cyclopropane-1-carboxamide ClC=1C=C(C=CC1)[C@@H]1[C@H](C1)C(=O)NC1=NC=NC(=C1)NCC=1N=C2N(C=C(C=C2C2(CCN(CC2)C)O)C2CC2)C1